IC1=CC(=C(C=C1)OCC1=CC=CC=C1)OCC1=CC=CC=C1 4-iodo-1,2-bis(benzyloxy)benzene